C(C)C=1C=C2CCC(N(C2=CC1)S(=O)(=O)C=1C=CC(=C(C1)C(=O)OC)OCC1CCOCC1)C methyl (5-((6-ethyl-2-methyl-3,4-dihydroquinolin-1(2H)-yl)sulfonyl)-2-((tetrahydro-2H-pyran-4-yl)methoxy)phenyl)formate